5-chloro-N'-(2-chloroacetyl)pyrimidine-2-carbohydrazide ClC=1C=NC(=NC1)C(=O)NNC(CCl)=O